2-Chloro-2-fluoro-N-(2-oxo-3-(pyridin-4-yl)propyl)cyclopropane-1-carboxamide ClC1(C(C1)C(=O)NCC(CC1=CC=NC=C1)=O)F